perfluoro-2,4-dimethyl-3-heptene FC(C(C(=C(C(C(C(F)(F)F)(F)F)(F)F)C(F)(F)F)F)(C(F)(F)F)F)(F)F